2-(4-bromo-2,6-dichlorophenyl)acetonitrile BrC1=CC(=C(C(=C1)Cl)CC#N)Cl